C(C)(=O)O[C@@H]1[C@H](O[C@@H]([C@@H]([C@H]1OC(C)=O)OC(C)=O)C1=NC=CC(=C1)C(F)(F)F)COC(C)=O (2R,3R,4R,5S,6R)-2-(acetoxymethyl)-6-(4-(trifluoromethyl)pyridin-2-yl)tetrahydro-2H-pyran-3,4,5-triyl triacetate